O(C1=CC=CC=C1)C(C(=O)O)(F)F phenoxydifluoroacetic acid